sulfimide silver [Ag].[SH2]=N